O1C(CCCC1)O[C@@H](C)C=1N(C=CN1)CC1=NOC(=C1)C1=CC=C(C=C1)C#CC1=CC=C(CN2CC(NCC2)=O)C=C1 4-(4-((4-(3-((2-((1S)-1-((tetrahydro-2H-pyran-2-yl)oxy)ethyl)-1H-imidazol-1-yl)methyl)isoxazole-5-yl)phenyl)ethynyl)benzyl)piperazin-2-one